N-(6-methyl-5-(7-(methylamino)-1,6-naphthyridin-3-yl)pyridazin-3-yl)-4-(trifluoromethyl)pyridinamide CC1=C(C=C(N=N1)NC(=O)C1=NC=CC(=C1)C(F)(F)F)C=1C=NC2=CC(=NC=C2C1)NC